1-benzyl-3-methylimidazolium acetate C(C)(=O)[O-].C(C1=CC=CC=C1)N1C=[N+](C=C1)C